COC1=NC(=CC(=C1)CO)CCC (2-methoxy-6-propylpyridin-4-yl)methanol